[Li+].[Co+2].P(=O)([O-])([O-])[O-].[Mn+2] manganese phosphate cobalt lithium